1,1,2,2-tetrakis(4-aminophenyl)ethylene NC1=CC=C(C=C1)C(=C(C1=CC=C(C=C1)N)C1=CC=C(C=C1)N)C1=CC=C(C=C1)N